FC=1C=CC2=C([C@H](NC3=NC4=C(C(NCCO2)=O)C=NN4C=C3)C)C1 (13R)-11-fluoro-13-methyl-6,7,13,14-tetrahydro-1,15-ethenopyrazolo[4,3-f][1,4,8,10]benzoxatriazacyclotridecin-4(5H)-one